C(C)(C)(C)OC(=O)N[C@H](C(=O)O)COC1=C(C=CC=C1[N+](=O)[O-])Cl (2S)-2-(((tert-butoxy)carbonyl)amino)-3-(2-chloro-6-nitrophenoxy)propionic acid